N1-(2-chlorophenyl)-N2-((S)-3-cyclohexyl-1-oxo-1-(((S)-3-oxo-1-((S)-2-oxopyrrolidin-3-yl)-4-(2,3,5,6-tetrafluorophenoxy)butan-2-yl)amino)propan-2-yl)oxalamide ClC1=C(C=CC=C1)NC(C(=O)N[C@H](C(N[C@@H](C[C@H]1C(NCC1)=O)C(COC1=C(C(=CC(=C1F)F)F)F)=O)=O)CC1CCCCC1)=O